1-[(4-bromo-2-fluorophenyl)methyl]-3-cyclopropyl-3-[(3R)-1-(4-hydroxypyrimidin-2-yl)piperidin-3-yl]urea BrC1=CC(=C(C=C1)CNC(=O)N([C@H]1CN(CCC1)C1=NC=CC(=N1)O)C1CC1)F